BrCC=1C=C(C=CC1)S(=O)(=O)N1C[C@H]([C@H](CC1)NC(OC(C)(C)C)=O)F |r| rac-tert-Butyl ((3R,4S)-1-((3-(bromomethyl)phenyl)sulfonyl)-3-fluoropiperidin-4-yl)carbamate